C(C1=CC=CC=C1)OC(=O)N[C@@H](CCC(=O)N[C@@H]1OC([C@@H]2[C@H]1OC(O2)(C)C)C(=O)O)C(=O)OC (3aS,6R,6aR)-6-((S)-4-(((benzyloxy)carbonyl)amino)-5-methoxy-5-oxopentanamido)-2,2-dimethyltetrahydrofuro[3,4-d][1,3]dioxole-4-carboxylic acid